FC1(CCN(CCC1)C1=C(C=C2C(=N1)CCOC2)C(=O)O)F 2-(4,4-difluoroazepan-1-yl)-7,8-dihydro-5H-pyrano[4,3-b]pyridine-3-carboxylic acid